4'-(4-(2H-tetrazol-5-yl)benzamido)-[1,1'-biphenyl] N=1NN=NC1C1=CC=C(C(=O)NC2=CC=C(C=C2)C2=CC=CC=C2)C=C1